7-(((tert-butyldimethylsilyl)oxy)methyl)-N-(1-(methylsulfonyl)piperidin-4-yl)-5-(piperidin-1-yl)-2,6-naphthyridin-3-amine [Si](C)(C)(C(C)(C)C)OCC1=NC(=C2C=C(N=CC2=C1)NC1CCN(CC1)S(=O)(=O)C)N1CCCCC1